((S)-3-((2S,4R)-1-((S)-2-(1-fluorocyclopropane-1-carboxamido)-3,3-dimethylbutanoyl)-4-hydroxypyrrolidine-2-carboxamido)-3-(4-(4-methylthiazol-5-yl)phenyl)propanoyl)glycine FC1(CC1)C(=O)N[C@H](C(=O)N1[C@@H](C[C@H](C1)O)C(=O)N[C@@H](CC(=O)NCC(=O)O)C1=CC=C(C=C1)C1=C(N=CS1)C)C(C)(C)C